rac-(1r,2r,3s,4r,5s)-5-hydroxy-3-(1-methyl-3-(trifluoromethyl)-1H-pyrazol-4-yl)-N-(3-methyl-5-(trifluoromethyl)phenyl)-7-oxabicyclo[2.2.1]heptane-2-carboxamide O[C@@H]1[C@H]2[C@@H]([C@H]([C@@H](C1)O2)C(=O)NC2=CC(=CC(=C2)C(F)(F)F)C)C=2C(=NN(C2)C)C(F)(F)F |r|